(1r,3r,5s,6r)-3-(1-(4-methoxybenzyl)-5-(3-(methoxymethyl)-1-methyl-1H-pyrazole-5-carboxamido)-1H-pyrazole-3-yl)bicyclo[3.1.0]hexane-6-carboxylic acid COC1=CC=C(CN2N=C(C=C2NC(=O)C2=CC(=NN2C)COC)C2C[C@H]3C([C@H]3C2)C(=O)O)C=C1